NN1N=CC=C1N 1,5-diamino-pyrazole